COC(CCCN(CC#C)S(=O)(=O)C1=C(C=CC=C1)[N+](=O)[O-])=O 4-[(2-Nitrophenyl)sulfonyl-prop-2-ynyl-amino]butanoic acid methyl ester